chlorine magnesium salt [Mg].[Cl]